C(C1=CC=CC=C1)OC(=O)N1CC=C(C12COCC2)C2=CC=1C(=NC=CC1NC=1C=CC3=C(N=CS3)C1)S2 4-(4-(benzo[d]thiazol-5-ylamino)thieno[2,3-b]pyridin-2-yl)-7-oxa-1-azaspiro-[4.4]non-3-ene-1-carboxylic acid benzyl ester